3-(2,6-diphenylpyridin-3-yl)-2,4,5,6-tetrakis(9-phenyl-9H-carbazol-1-yl)benzonitrile C1(=CC=CC=C1)C1=NC(=CC=C1C=1C(=C(C#N)C(=C(C1C1=CC=CC=2C3=CC=CC=C3N(C12)C1=CC=CC=C1)C1=CC=CC=2C3=CC=CC=C3N(C12)C1=CC=CC=C1)C1=CC=CC=2C3=CC=CC=C3N(C12)C1=CC=CC=C1)C1=CC=CC=2C3=CC=CC=C3N(C12)C1=CC=CC=C1)C1=CC=CC=C1